C(C)(C)(C)OC(=O)N1CCN(CC1)C(CC(=O)OCC)=O tert-butyl-4-(3-ethoxy-3-oxopropanoyl)piperazine-1-carboxylate